O(C1=CC=CC=C1)C1=CC=C(C=C1)C(CCCO)=C 4-(4-phenoxyphenyl)-4-penten-1-ol